C(C1=CC=CC=C1)N1CC2(C1)CC(C2)OC(=O)N2[C@@H](CN(C[C@@H]2C)C2=NC=C(C=N2)OCC)C.C(CC)[O-].[Li+] Lithium Propanolat 2-benzyl-2-azaspiro[3.3]heptan-6-yl-(2R,6S)-4-(5-ethoxypyrimidin-2-yl)-2,6-dimethylpiperazine-1-carboxylate